3-trifluoromethyl-5-amino-2-(1H-pyrazol-1-yl)pyridine FC(C=1C(=NC=C(C1)N)N1N=CC=C1)(F)F